4-(1-(3,4-Difluoro-5-hydroxyphenyl)-1H-indazol-5-yl)-N-methyl-1-(methylsulfonyl)piperidine-4-carboxamide FC=1C=C(C=C(C1F)O)N1N=CC2=CC(=CC=C12)C1(CCN(CC1)S(=O)(=O)C)C(=O)NC